CC1=CC=C(C=C1)N(C1=CC(=CC(=C1)N(C1=CC=C(C=C1)C)C1=CC=C(C=C1)C)N(C1=CC=C(C=C1)C)C1=CC=C(C=C1)C)C1=CC=C(C=C1)C N1,N1,N3,N3,N5,N5-hexakis(4-methylphenyl)-1,3,5-benzenetriamine